FC1=C(O[C@H]2C[C@]3([C@H](CN(C3)C[C@@H](C3=NC=C(C=C3)OCC3=CC=C(C=C3)OC)O)C2)O)C=CC=C1 (3aR,5R,6aS)-5-(2-fluorophenoxy)-2-((S)-2-hydroxy-2-(5-((4-methoxybenzyl)oxy)pyridin-2-yl)ethyl)hexahydrocyclopenta[c]pyrrol-3a(1H)-ol